2-methyl-pyrrolo[2,3-d]pyrimidine-5-carboxamide CC1=NC=C2C(N1)=NC=C2C(=O)N